ClC1=CC=C(C=C1)[C@@H](CO)N (S)-1-(4-chlorophenyl)-2-hydroxyethylamine